C(CCC)OC(=O)N1C=C(C2=CC(=CC=C12)OC)C1CN(C1)C(=O)OC(C)(C)C Butyl-5-methoxy-3-(1-(tert-butoxycarbonyl)azetidin-3-yl)-1H-indole-1-carboxylate